C1(=CC=CC=C1)C(C)(C(C)(O)C1=CC=CC=C1)O 2,3-diphenylbutane-2,3-diol